ClC=1C=C(C=CC1)C1OC(=C(C1=O)O)N 2-(3-chlorophenyl)-5-amino-4-hydroxy-3(2H)-furanone